ClC1=C(C=CC=C1)CN1N=C(C=C1C1=CC(=CC=C1)OC)CCC(C(=O)O)(C)C 4-[1-[(2-chlorophenyl)methyl]-5-(3-methoxyphenyl)-1H-pyrazol-3-yl]-2,2-dimethylbutanoic acid